N1=CC=C(C=C1)\C(\C=N\NC(NC)=S)=N\NC(NC)=S (2Z,2'E)-2,2'-(1-(pyridin-4-yl)ethane-1,2-diylidene)bis(N-methylhydrazine-1-carbothioamide)